BrC=1C(=CC(=C(C1)NC1=NC=C(C(=N1)NC1=CC2=C(CCO2)C=C1NS(=O)(=O)C)Cl)OC)N1CCC(CC1)N1CC(CC1)N(C)C N-(6-((2-((5-bromo-4-(4-(3-(dimethylamino)pyrrolidin-1-yl)piperidin-1-yl)-2-methoxyphenyl)amino)-5-chloropyrimidin-4-yl)amino)-2,3-dihydrobenzofuran-5-yl)methanesulfonamide